7-(3-amino-6-(3-((dimethylamino)methyl)-4-morpholinophenyl)-5-fluoropyrazin-2-yl)-2-methylquinazolin-4(3H)-one NC=1C(=NC(=C(N1)F)C1=CC(=C(C=C1)N1CCOCC1)CN(C)C)C1=CC=C2C(NC(=NC2=C1)C)=O